S(=O)(=O)([O-])[O-].[O+2].[O+2].C(CCC)N(C(CCCN1CC=CC=C1)=O)C(C(=O)NC(C)(C)C)C=1C=CC2=C(CCO2)C1.S(=O)(=O)([O-])[O-] N-butyl-N-(2-(tert-butylamino)-1-(2,3-dihydrobenzofuran-5-yl)-2-oxoethyl)-4-(pyridin-1-yl)butanamide dioxygen sulfate